butyl 2-(4-amino-5-methyl-9H-pyrimido[4,5-b]indol-9-yl)acetate NC1=NC=NC=2N(C3=CC=CC(=C3C21)C)CC(=O)OCCCC